1-fluoro-1-(pentafluorosulfanyl)-methanesulfonate FC(S(=O)(=O)[O-])S(F)(F)(F)(F)F